C1(CC1)[C@H]1CN(CCN1)C=1N=NC(=CN1)C1=NC=C(C=C1)NC1=NC=C(N=C1)C 2-{3-[(3S)-3-cyclopropylpiperazin-1-yl]-1,2,4-triazin-6-yl}-5-[(5-methylpyrazin-2-yl)amino]pyridin